5,5-dimethyl-3-(1'-(methylsulfonyl)spiro[cyclobutane-1,3'-indolin]-6'-yl)-1-((2-(((tetrahydrofuran-3-yl)methyl)amino)pyridin-4-yl)methyl)imidazolidine-2,4-dione CC1(C(N(C(N1CC1=CC(=NC=C1)NCC1COCC1)=O)C1=CC=C2C3(CN(C2=C1)S(=O)(=O)C)CCC3)=O)C